(5S*)-tert-butyl 5-((2,2-difluoroethoxy)methyl)-5,6,9,10-tetrahydro-4H-isoxazolo[3,4-c]pyrido-[4',3':3,4]pyrazolo[1,5-a]azepine-11(12H)-carboxylate FC(COC[C@H]1CC=2C(C=3N(C1)N=C1C3CN(CC1)C(=O)OC(C)(C)C)=NOC2)F |o1:5|